O1CCC(CC1)CC 1-(tetrahydropyran-4-yl)ethan